3-[3-Methyl-2-oxo-5-(4,4,5,5-tetramethyl-1,3,2-dioxaborolan-2-yl)benzimidazol-1-yl]piperidine-2,6-dione CN1C(N(C2=C1C=C(C=C2)B2OC(C(O2)(C)C)(C)C)C2C(NC(CC2)=O)=O)=O